7-chloro-8-cyano-1-cyclopropyl-6-fluoro-1,4-dihydro-4-oxo-3-quinolinecarboxylic acid ClC1=C(C=C2C(C(=CN(C2=C1C#N)C1CC1)C(=O)O)=O)F